4,4-diethoxy-2-butenoic acid ethyl ester C(C)OC(C=CC(OCC)OCC)=O